4-amino-1-(3-fluorophenyl)pyrimidin-2-one NC1=NC(N(C=C1)C1=CC(=CC=C1)F)=O